(1S*,2S*)-N-(6-((2R,4S)-4-((tert-butyldimethylsilyl)oxy)-2-(6-cyclopropylimidazo[1,2-a]pyrimidin-2-yl)pyrrolidin-1-yl)pyrimidin-4-yl)-2-(4-methylpyridin-2-yl)cyclopropane-1-carboxamide [Si](C)(C)(C(C)(C)C)O[C@H]1C[C@@H](N(C1)C1=CC(=NC=N1)NC(=O)[C@@H]1[C@H](C1)C1=NC=CC(=C1)C)C=1N=C2N(C=C(C=N2)C2CC2)C1 |o1:22,23|